O1CCC(CC1)C=1C=NC=CC1 3-(tetrahydro-2H-pyran-4-yl)pyridine